C(C=C)(=O)OCCCCCCOC1=CC=C(C=C1)OC(C1=CC=C(C=C1)OC)=O 4-Methoxybenzoic acid 4-(6-acryloyloxy-hexyloxy)phenyl ester